C(C)(C)(C)OC(=O)N1[C@H](CN(CC1)C1=C(C(=CC=C1[N+](=O)[O-])OC1=CC=CC=C1)C(F)(F)F)CO (2R)-2-(hydroxymethyl)-4-[6-nitro-3-phenoxy-2-(trifluoromethyl)phenyl]Piperazine-1-carboxylic acid tert-butyl ester